(3R,5R,8R,9R,10S,13S,14S,17S)-N-(5-cyanopyrazin-2-yl)-3-hydroxy-3-(methoxymethyl)-13-methylhexadecahydro-1H-cyclopenta[a]phenanthrene-17-carboxamide C(#N)C=1N=CC(=NC1)NC(=O)[C@H]1CC[C@H]2[C@@H]3CC[C@@H]4C[C@](CC[C@@H]4[C@H]3CC[C@]12C)(COC)O